(14S,17S)-1-azido-14-(5-((4-methylpyridin-2-yl)amino)pentanamido)-17-(4-(naphthalen-1-yl)phenyl)-15-oxo-3,6,9,12-tetraoxa-16-azanonadecan-19-oic acid N(=[N+]=[N-])CCOCCOCCOCCOC[C@@H](C(N[C@@H](CC(=O)O)C1=CC=C(C=C1)C1=CC=CC2=CC=CC=C12)=O)NC(CCCCNC1=NC=CC(=C1)C)=O